4-methoxyphenyl 3,6-di-O-benzyl-2-deoxy-4-O-{2,4-di-O-benzyl-β-D-mannopyranosyl}-2-(1,3-di-oxo-1,3-dihydro-2H-isoindol-2-yl)-β-D-glucopyranoside C(C1=CC=CC=C1)O[C@@H]1[C@H]([C@H](OC2=CC=C(C=C2)OC)O[C@@H]([C@H]1O[C@H]1[C@@H](OCC2=CC=CC=C2)[C@@H](O)[C@H](OCC2=CC=CC=C2)[C@H](O1)CO)COCC1=CC=CC=C1)N1C(C2=CC=CC=C2C1=O)=O